C(C)(C)(C)N1CN(C(=C1)C(=O)N)CCCCC 3-tert-butyl-1-N-pentyl-1H-imidazole-5-carboxamide